ClC1=C(OCC2=CC=C(O2)CC2CCN(CC2)C(=O)OC(C)(C)C)C=CC(=C1)Cl tert-Butyl 4-((5-((2,4-dichlorophenoxy)methyl)furan-2-yl)methyl)piperidine-1-carboxylate